tert-butyl (R)-7-methyl-2-phenyl-3-(((trifluoromethyl)sulfonyl) oxy)-2,4,5,7-tetrahydro-6H-pyrazolo[3,4-c]pyridine-6-carboxylate C[C@H]1N(CCC=2C1=NN(C2OS(=O)(=O)C(F)(F)F)C2=CC=CC=C2)C(=O)OC(C)(C)C